COC=1C=C2[C@]3(C(NC2=CC1)=O)[C@@H](C3)C3=CC=C1C(=NNC1=C3)NC3=C(C=CC(=C3)C=3N=CSC3)OC (1R,2S)-5'-Methoxy-2-{3-[2-methoxy-5-(1,3-thiazol-4-yl)anilino]-1H-indazol-6-yl}spiro[cyclopropane-1,3'-indol]-2'(1'H)-one